ClC1=CC(=NC=C1F)CN1CCN(CC1)C1=C(C(=CC(=C1)CC(C)C)F)C=1N=NNN1 1-[(4-chloro-5-fluoro-2-pyridyl)-methyl]-4-[3-fluoro-5-isobutyl-2-(2H-tetrazol-5-yl)phenyl]piperazine